C[C@]12[C@H]3CC[C@@]4([C@H](CC[C@H]4[C@@H]3CC[C@H]2CC(CC1)=O)OCCCCCC=O)C 6-((5S,8R,9S,10S,13S,14S,17S)-10,13-dimethyl-3-oxohexadecahydro-1H-cyclopenta[a]phenanthren-17-yloxy)hexanal